BrC=1C=C(O[Si](C)(C)C(C)(C)C)C=C(C1C)Cl (3-bromo-5-chloro-4-methylphenoxy)(tert-butyl)dimethylsilane